sodium 3,5,5-trimethylhexanoate CC(CC(=O)[O-])CC(C)(C)C.[Na+]